tert-butyl 4-(1H-indazol-3-yl)-2,3-dihydroindole-1-carboxylate N1N=C(C2=CC=CC=C12)C1=C2CCN(C2=CC=C1)C(=O)OC(C)(C)C